C(#N)C=1C=C(C=CC1F)NC(=O)N1CC=2N(C[C@@H]1C)C=NC2C(=O)O (S)-7-((3-cyano-4-fluorophenyl)carbamoyl)-6-methyl-5,6,7,8-tetrahydroimidazo[1,5-a]pyrazine-1-carboxylic acid